C(C)(=O)N1[C@H]([C@H](CCC1)NS(=O)(=O)C)COC1CCN(CC1)C1=NC=CC=C1 N-(cis-1-acetyl-2-(((1-(pyridin-2-yl)piperidin-4-yl)oxy)methyl)piperidin-3-yl)methanesulfonamide